N=C(C)N(C)C imino-N,N-dimethylethylamine